2-((8-(1-((1S,4S)-4-(6-fluoroquinolin-4-yl)cyclohexyl)ethyl)-9H-purin-2-yl)oxy)-1-ethanol FC=1C=C2C(=CC=NC2=CC1)C1CCC(CC1)C(C)C=1NC2=NC(=NC=C2N1)OCCO